(3-chloro-2,6-diethylphenyl)-aminobenzoic acid ClC=1C(=C(C(=CC1)CC)C=1C(=C(C(=O)O)C=CC1)N)CC